6-chloro-2-(2,6-dichloro-3,5-dimethoxyphenyl)-4-(4-methoxypiperidin-1-yl)pyrido[3,4-d]pyrimidine ClC1=CC2=C(N=C(N=C2N2CCC(CC2)OC)C2=C(C(=CC(=C2Cl)OC)OC)Cl)C=N1